NC1=C(C2=C(C=CC=C2C=C1S(=O)(=O)O)O)OCCCCS(=O)(=O)O 2-amino-1-(4-sulfobutoxy)-8-hydroxy-naphthalene-3-sulfonic acid